N-acetyl-D-cysteinyl-D-alanyl-D-arginyl-D-alanyl-D-arginamide C(C)(=O)N[C@H](CS)C(=O)N[C@H](C)C(=O)N[C@H](CCCNC(N)=N)C(=O)N[C@H](C)C(=O)N[C@H](CCCNC(N)=N)C(=O)N